5'-O-(4,4'-dimethoxytrityl)-deoxyguanosine COC1=CC=C(C(C2=CC=C(C=C2)OC)(C2=CC=CC=C2)OC[C@@H]2[C@H](C[C@@H](O2)N2C=NC=3C(=O)NC(N)=NC23)O)C=C1